(2-fluorophenyl)cyclopropane-1-carbonitrile FC1=C(C=CC=C1)C1(CC1)C#N